2-[1-[6-Methyl-2-(2-oxa-8-azaspiro[4.5]decan-8-yl)-4-oxo-chromen-8-yl]ethylamino]benzoic acid CC=1C=C2C(C=C(OC2=C(C1)C(C)NC1=C(C(=O)O)C=CC=C1)N1CCC2(CCOC2)CC1)=O